CC1=C(C(C=NC2=C(C=CC=C2)N=CC=2C(O)=C(C=CC2)C)=CC=C1)O N,N'-bis(3-methyl-salicylidene)-1,2-phenylenediamine